ClC1=CC=C(C(=C1C1CC(=NO1)C=1N=C(SC1)C1CCN(CC1)C(COC1=NC=CC(=N1)C(F)(F)F)=O)F)F 1-(4-(4-(5-(6-chloro-2,3-difluorophenyl)-4,5-dihydroisoxazol-3-yl)thiazol-2-yl)piperidin-1-yl)-2-((4-(trifluoromethyl)pyrimidin-2-yl)oxy)ethan-1-one